4-chloro-5,6-dimethyl-2-oxo-1H-pyridine-3-carboxylic acid ethyl ester C(C)OC(=O)C=1C(NC(=C(C1Cl)C)C)=O